2,3,5,6-Tetrabenzylthio-1,4-benzoquinone C(C1=CC=CC=C1)SC=1C(C(=C(C(C1SCC1=CC=CC=C1)=O)SCC1=CC=CC=C1)SCC1=CC=CC=C1)=O